NC=1C=C(C=C2C=C(N=CC12)NC(=O)[C@H]1[C@H](C1)F)C1=CC(N(C=C1C)CC)=O |r| (±)-cis-N-(8-amino-6-(1-ethyl-5-methyl-2-oxo-1,2-dihydropyridin-4-yl)isoquinolin-3-yl)-2-fluorocyclopropanecarboxamide